NC(C(C)(C)C1=CC=C(C=C1)CC(C(=O)OC(C)(C)C)(C)C)=O tert-butyl 3-(4-(1-amino-2-methyl-1-ketopropan-2-yl) phenyl)-2,2-dimethylpropionate